C1(CC1)C=1NC(=NN1)C1CC2(CN(C2)C(=O)N2CC(C2)C2=CC=C(C=C2)N2N=CC(=C2)S(=O)(=O)C)C1 [6-(5-cyclopropyl-4H-1,2,4-triazol-3-yl)-2-azaspiro[3.3]heptan-2-yl]-[3-[4-(4-mesylpyrazol-1-yl)phenyl]azetidin-1-yl]methanone